CC(C)CC=CC(CC)C 2,6-dimethyl-4-octene